CO[C@@H]1CN(CC1)C=1OC2=C(N1)C=CC(=C2)N2C=C(C(C=C2C2=CC=C(C=C2)N2CCCC2)=O)C(=O)O (S)-1-(2-(3-methoxypyrrolidin-1-yl)benzo[d]oxazol-6-yl)-4-oxo-6-(4-(pyrrolidin-1-yl)phenyl)-1,4-dihydropyridine-3-carboxylic acid